Cl.[C@@H]12CNC[C@H]2C1N1N=NC=2C(C1=O)=NN(C2Cl)CC2=C(C=CC=C2)F 3-((1R,5S,6s)-3-azabicyclo[3.1.0]hexan-6-yl)-7-chloro-6-(2-fluorobenzyl)-3,6-dihydro-4H-pyrazolo[4,3-d][1,2,3]triazin-4-one hydrochloride